6-chloro-4-((3-(1-cyclopropyl-1H-pyrazol-4-yl)-2-methoxyphenyl)amino)-N-(methyl-d3)pyridazine-3-carboxamide ClC1=CC(=C(N=N1)C(=O)NC([2H])([2H])[2H])NC1=C(C(=CC=C1)C=1C=NN(C1)C1CC1)OC